CC(C)(S(=O)NCC1=NC=CC(=C1F)C=1C=CC2=C(C(=CO2)COC2=C(C=CC=C2)CC(=O)OCC)C1)C ethyl 2-(2-((5-(2-((1,1-dimethylethylsulfinamido)methyl)-3-fluoropyridin-4-yl)benzofuran-3-yl)methoxy)phenyl)acetate